C(C1=CC(=CC=C1)SSC=1C=C(C(=O)N)C=CC1)(=O)N 3,3'-dithiodibenzoamide